FC(C1=CC2=C(C(NC3=C(O2)C=C(C=C3)C)=O)C=C1)F 3-(difluoromethyl)-7-methyldibenzo[b,f][1,4]oxazepin-11(10H)-one